ClN1C(N(CC1)CCOC1=C(C2=CC=CC=C2C=C1)C#[N+][O-])=O 2-(2-(3-chloro-oxoimidazolidin-1-yl)ethoxy)-1-naphthonitrile oxide